C(#N)C=1C=C(C=CC1)C1=CC(=NC(=N1)N[C@H](C(=O)O)C)C=1N=NN(C1)CC1=NC(=CC=C1)C(F)(F)F (S)-2-[6-(m-cyanophenyl)-4-(1-{[6-(trifluoromethyl)-2-pyridinyl]methyl}-1H-1,2,3-triazol-4-yl)-2-pyrimidinylamino]propionic acid